CC1C(N(CC1)C)(C)C tetramethyl-pyrrolidine